ethyl 1-(4-(4-(2,6-difluorobenzyl)-5-oxo-4,5-dihydro-1H-1,2,4-triazol-1-yl)-2-fluorobenzyl)-2,5-dimethyl-1H-imidazole-4-carboxylate FC1=C(CN2C=NN(C2=O)C2=CC(=C(CN3C(=NC(=C3C)C(=O)OCC)C)C=C2)F)C(=CC=C1)F